(1R,2R)-2-(9H-fluoren-9-yl-methoxycarbonylamino)-cyclohexane-1-carboxylic acid C1=CC=CC=2C3=CC=CC=C3C(C12)N([C@H]1[C@@H](CCCC1)C(=O)O)C(=O)OC